3-(3-fluorophenyl)prop-2-ynoic acid FC=1C=C(C=CC1)C#CC(=O)O